trans-3-(cyanoamino)-N-[4-(morpholin-4-yl)phenyl]cyclobutane-1-carboxamide C(#N)N[C@@H]1C[C@H](C1)C(=O)NC1=CC=C(C=C1)N1CCOCC1